tert-butyl-3-(7-(6-(bis(4-methoxybenzyl)amino)-4-methyl-3-(trifluoromethyl)pyridin-2-yl)-6-chloro-2,8-difluoroquinazolin-4-yl)-3,8-diazabicyclo[3.2.1]octane-8-carboxylate C(C)(C)(C)OC(=O)N1C2CN(CC1CC2)C2=NC(=NC1=C(C(=C(C=C21)Cl)C2=NC(=CC(=C2C(F)(F)F)C)N(CC2=CC=C(C=C2)OC)CC2=CC=C(C=C2)OC)F)F